C(C=C)(=O)OCC[N+](CCCS(=O)(=O)[O-])(C)C 3-((2-(acryloyloxy)ethyl)dimethylammonio)propane-1-sulfonate